(S)-2-fluoro-4-iodo-6-nitro-3-(pyrrolidin-2-ylmethoxy)pyridine hydrochloride Cl.FC1=NC(=CC(=C1OC[C@H]1NCCC1)I)[N+](=O)[O-]